C(C1CO1)OC1=C(C(=C(C=C1)C(C)(C)C1=C(C(=C(C=C1)OCC1CO1)Br)Br)Br)Br 2,2-Bis[4-(2,3-epoxypropoxy)-dibromophenyl]-propane